[3-[3-(3,4-dihydro-2H-1,5-naphthyridin-1-yl)-1H-pyrazolo[3,4-b]pyrazin-6-yl]-7-(5-methyl-1,2-oxazol-3-yl)-3-azabicyclo[4.1.0]heptan-7-yl]methanamine N1(CCCC2=NC=CC=C12)C1=NNC2=NC(=CN=C21)N2CC1C(C1CC2)(C2=NOC(=C2)C)CN